NC1=CC=C(C(=O)N2[C@@H](CC2)C(=O)NC=2SC=C(N2)C2=CC(=CC=C2)C2=CC=NC=C2)C=C1 (S)-1-(4-aminobenzoyl)-N-(4-(3-(pyridin-4-yl)phenyl)thiazol-2-yl)azetidine-2-carboxamide